OC(C)(C)C1=CN=C(S1)[S@](=O)(N)=NC(NC1=C2CCCC2=CC=2OCCC21)=O (S)-5-(2-hydroxy-propan-2-yl)-N'-((3,5,6,7-tetrahydro-2H-indeno[5,6-b]furan-4-yl)carbamoyl)thiazole-2-sulfonimidamide